COC1=NC(=CC=C1C1=CC=C(C=2NC(=NC21)NC(=O)C2=CC=C(C=C2)C(=O)N(C)C)OC)OC N4-[4-(2,6-dimethoxypyridin-3-yl)-7-methoxy-1H-1,3-benzodiazol-2-yl]-N1,N1-dimethylbenzene-1,4-dicarboxamide